N'-(((S)-2-fluoro-1,2,3,5,6,7-hexahydro-s-indacen-4-yl)carbamoyl)-6-methoxy-6,7-dihydro-5H-pyrazolo[5,1-b][1,3]oxazine-3-sulfonimidamide F[C@H]1CC2=CC=3CCCC3C(=C2C1)NC(=O)N=S(=O)(N)C=1C=NN2C1OCC(C2)OC